ClC=1C=C(C=CC1)[C@@]1([C@H](CCCC1)O)O (1S,2S)-1-(3-chlorophenyl)cyclohexane-1,2-diol